C(C)C=1C=C(C=C(C1)C1(CC(C1)OC)C1=NN=CN1C)N1C(C2=CC(=CC(=C2C1)C(F)(F)F)CNC1(CCC1)C)=O 2-(3-ethyl-5-((1r,3r)-3-methoxy-1-(4-methyl-4H-1,2,4-triazol-3-yl)cyclobutyl)phenyl)-6-(((1-methylcyclobutyl)amino)methyl)-4-(trifluoromethyl)isoindolin-1-one